OCC1=CC(=CN1)C(=O)N 5-(hydroxymethyl)-1H-pyrrole-3-carboxamide